tert-Butyl 3-(2-(tert-butoxy)-2-oxoethoxy)-4,5-dichlorothiophene-2-carboxylate C(C)(C)(C)OC(COC1=C(SC(=C1Cl)Cl)C(=O)OC(C)(C)C)=O